methyl 1-(4-(3,3-dimethylbutoxy) phenyl)-6-oxo-1,6-dihydropyridazine-4-carboxylate CC(CCOC1=CC=C(C=C1)N1N=CC(=CC1=O)C(=O)OC)(C)C